(3,5-difluorophenyl)boronic acid FC=1C=C(C=C(C1)F)B(O)O